N-(2-(1-ethyl-7-oxa-1-azaspiro[4.4]non-3-en-4-yl)thieno[2,3-b]pyridin-4-yl)benzo[d]-thiazol-5-amine C(C)N1CC=C(C12COCC2)C2=CC=1C(=NC=CC1NC=1C=CC3=C(N=CS3)C1)S2